C(C)(C)(C)OC(=O)N1CCN(CC1)N1C=C2C(=NN=C(C2=CC1=O)C)N[C@H](C)C1=C(C(=CC=C1)C(F)F)F (R)-4-(4-((1-(3-(difluoromethyl)-2-fluorophenyl)ethyl)amino)-1-methyl-7-oxopyrido[3,4-d]pyridazin-6(7H)-yl)piperazine-1-carboxylic acid tert-butyl ester